1,1-dimethylethyl [(3S)-1-({1-methyl-2-[1-(phenylmethyl)-1H-indol-2-yl]-1H-benzimidazol-5-yl}carbonyl)-3-piperidinyl]carbamate CN1C(=NC2=C1C=CC(=C2)C(=O)N2C[C@H](CCC2)NC(OC(C)(C)C)=O)C=2N(C1=CC=CC=C1C2)CC2=CC=CC=C2